(2-Fluoro-ethyl)-{2-(4-fluoromethoxy-phenyl)-imidazo[1,2-a]pyridin-7-yl}-amine FCCNC1=CC=2N(C=C1)C=C(N2)C2=CC=C(C=C2)OCF